phenylethynyl-benzoic acid C1(=CC=CC=C1)C#CC1=C(C(=O)O)C=CC=C1